(E)-2-(trifluoromethoxy)benzaldoxime FC(OC1=C(\C=N\O)C=CC=C1)(F)F